NC=1C2=C(N=CN1)N(C(=C2C2=CC=CC=1OC(OC12)(F)F)C#CC1[C@@H]2CN(C[C@H]12)C(C=C)=O)C 1-((1R,5S,6s)-6-((4-amino-5-(2,2-difluorobenzo[d][1,3]dioxol-4-yl)-7-methyl-7H-pyrrolo[2,3-d]pyrimidin-6-yl)ethynyl)-3-azabicyclo[3.1.0]hexan-3-yl)prop-2-en-1-one